ClC=1C(=C(C=CC1F)[C@H](NC(=O)N1[C@@H](C(NCC1)=O)C)[C@@H]1C[C@@H](C1)C(F)(F)F)F (R)-N-((R)-(3-chloro-2,4-difluorophenyl)(cis-3-(trifluoromethyl)-cyclobutyl)methyl)-2-methyl-3-oxopiperazine-1-carboxamide